pentadecan-1-al C(CCCCCCCCCCCCCC)=O